C1(CC1)[C@H]1N(S(OC1)(=O)=O)C(=O)[O-] (R)-4-cyclopropyl-1,2,3-oxathiazolidine-3-carboxylate 2,2-dioxide